O1CCOC12[C@@H](CCC2)N2N=CC(=C2)C=2C(=C(C=CC2)NC2=C(N=NC(=C2)NC(=O)C2CC2)C(=O)N)OC (R)-4-((3-(1-(1,4-dioxaspiro[4.4]nonan-6-yl)-1H-pyrazol-4-yl)-2-methoxyphenyl)amino)-6-(cyclopropanecarboxamido)pyridazine-3-carboxamide